5-hydroxy-1,3-dihydroxynaphthalene OC1=C2C=C(C=C(C2=CC=C1)O)O